4-cyanonicotinic acid C(#N)C1=CC=NC=C1C(=O)O